C1(=CC=CC=2C3=CC=CC=C3NC12)C1=CC=C(C=C1)C1=CC=C(C=C1)C1=CC=C(C=C1)C1=CC=C(C=C1)C1=CC=CC=2C3=CC=CC=C3NC12 bis(4-carbazolylphenyl)biphenyl